ClC=1C=C(C(=O)N=S(=O)(C)C2=C(C=C(C(=C2)Cl)N=CN(C)CC)C)C=CC1F 3-chloro-N-((5-chloro-4-(((ethyl(methyl)amino)methylene)amino)-2-methylphenyl)(methyl)(oxo)-λ6-sulfaneylidene)-4-fluorobenzamide